N1CCC(CC1)=CO piperidine-4,4-diylmethanol